4-((2,3-dihydro-1H-pyrido[2,3-b][1,4]oxazin-7-yl)amino)-N-(4-(4-methylpiperazin-1-yl)phenyl)-2-oxo-1,2-dihydropyridine-3-carboxamide N1C2=C(OCC1)N=CC(=C2)NC2=C(C(NC=C2)=O)C(=O)NC2=CC=C(C=C2)N2CCN(CC2)C